BrC1=CC=C2C(=CC(NC2=C1)=O)C 7-bromo-4-methylquinolin-2(1H)-one